methyl 2-(4-(6-((4-chloro-2-fluorobenzyl) oxy) pyridin-2-yl) benzyl)-1-((tetrahydrofuran-2-yl) methyl)-1H-benzo[d]imidazole-6-carboxylate ClC1=CC(=C(COC2=CC=CC(=N2)C2=CC=C(CC3=NC4=C(N3CC3OCCC3)C=C(C=C4)C(=O)OC)C=C2)C=C1)F